(E)-2-(2-(1H-indol-3-yl)vinyl)-1-methyl-4-((2-(piperidin-1-yl)ethyl)amino)quinolin-1-ium N1C=C(C2=CC=CC=C12)/C=C/C1=[N+](C2=CC=CC=C2C(=C1)NCCN1CCCCC1)C